1-[4-Amino-2-ethoxymethyl-7-(pyridin-4-yl)-1H-imidazo[4,5-c]-chinolin-1-yl]-2-methylpropan-2-ol NC1=NC=2C=C(C=CC2C2=C1N=C(N2CC(C)(O)C)COCC)C2=CC=NC=C2